2-(5-chloro-2-{[(1R)-1-(4-chlorophenyl)-7-fluoro-5-[(1S)-1-hydroxy-1-(oxan-4-yl)propyl]-1-methoxy-3-oxo-2,3-dihydro-1H-isoindol-2-yl]methyl}phenyl)acetic acid ClC=1C=CC(=C(C1)CC(=O)O)CN1[C@@](C2=C(C=C(C=C2C1=O)[C@](CC)(C1CCOCC1)O)F)(OC)C1=CC=C(C=C1)Cl